7-(cyclopenten-1-yl)-N-[4-[(6,7-dimethoxy-1,5-naphthyridin-4-yl)oxy]phenyl]-8-oxo-3,4-dihydro-1H-pyrido[2,1-c][1,4]oxazine-9-carboxamide C1(=CCCC1)C=1C(C(=C2COCCN2C1)C(=O)NC1=CC=C(C=C1)OC1=CC=NC2=CC(=C(N=C12)OC)OC)=O